2-(((S)-4-((S)-2-(4-chloro-2-fluorophenyl)-4-fluoro-2H-chromen-8-yl)-2-methylpiperazin-1-yl)methyl)-1-(((S)-oxetan-2-yl)methyl)-1H-benzo[d]imidazole-6-carboxylic acid ClC1=CC(=C(C=C1)[C@H]1OC2=C(C=CC=C2C(=C1)F)N1C[C@@H](N(CC1)CC1=NC2=C(N1C[C@H]1OCC1)C=C(C=C2)C(=O)O)C)F